FC1(CC(C1)C1=CC(=C(C=C1F)N1C(C=CC2=CC(=C(C=C12)F)S(=O)(=O)NC1=NOC=C1)=O)OC)F (P)-1-(4-(3,3-Difluorocyclobutyl)-5-fluoro-2-methoxyphenyl)-7-fluoro-N-(isoxazol-3-yl)-2-oxo-1,2-dihydrochinolin-6-sulfonamid